ClC1=C(C=CC(=C1)C(F)(F)F)NC(CN1C=2N(C(C(=C1CC)N1[C@H](CNCC1)C)=O)N=C(N2)C=2CCOCC2)=O (S)-N-(2-chloro-4-(trifluoromethyl)phenyl)-2-(2-(3,6-dihydro-2H-pyran-4-yl)-5-ethyl-6-(2-methylpiperazin-1-yl)-7-oxo-[1,2,4]triazolo[1,5-a]pyrimidin-4(7H)-yl)acetamide